C1(CC1)C[C@@H](C(=O)O[C@@H](C(=O)N(C)[C@H](C(=O)O[C@@H](C(=O)OCC1=CC=CC=C1)C)CC(C)C)CC1=CC=C(C=C1)N1CCOCC1)NC (2R)-1-(benzyloxy)-1-oxopropan-2-yl (2S)-2-[(2R)-2-[[(2S)-3-cyclopropyl-2-(methylamino)propanoyl]oxy]-N-methyl-3-[4-(morpholin-4-yl)phenyl]propanamido]-4-methylpentanoate